COC1=CC=C(OC2=C(C=O)C=CC=C2)C=C1 2-(4-Methoxyphenoxy)benzaldehyde